FC1=C(C=CC=C1F)CC=O 2,3-difluorobenzeneacetaldehyde